sodium monoisostearate C(CCCCCCCCCCCCCCC(C)C)(=O)[O-].[Na+]